NC(C(=O)[O-])CCCC(C(=O)[O-])N 2,6-Diaminopimelate